Cl(=O)(=O)[O-].[Co+2].Cl(=O)(=O)[O-] Cobalt(II) chlorate